O=C1NC(CCC1N1C(C2=CC(=C(C=C2C1=O)N1CCC(CC1)C=O)F)=O)=O 1-[2-(2,6-dioxo-3-piperidyl)-6-fluoro-1,3-dioxo-isoindolin-5-yl]piperidine-4-carbaldehyde